C(C)(C)(C)OC(=O)N(C1=CC=C(/C=C/C2=CC=C(C=C2)N(C(OC(C)(C)C)=O)C)C=C1)CC=1N=NN(C1)CCF tert-Butyl (E)-(4-(4-((tert-Butoxycarbonyl)((1-(2-fluoroethyl)-1H-1,2,3-triazol-4-yl)methyl)amino)-styryl)phenyl)(methyl)carbamate